C1(CCCCCCCCCCC1)C1=CC=C(C=C1)N(C1=CC=2C(C3=CC=CC=C3C2C=C1)(C)C)C1=CC=C(C=C1)C1CCCCC1 N-(4-Cyclododecylphenyl)-N-(4-cyclohexyl-Phenyl)-9,9-dimethyl-9H-fluoren-2-amine